1,2-dimethyl-5-hydroxy-1H-indole-3-carboxylic acid ethyl ester C(C)OC(=O)C1=C(N(C2=CC=C(C=C12)O)C)C